O[C@@H](CNS(=O)(=O)C1=CC=C(C=C1)C=1N=NN(N1)CC1=NC=C(C=C1)OC)C (R)-N-(2-hydroxypropyl)-4-(2-((5-methoxypyridin-2-yl)methyl)-2H-tetrazol-5-yl)benzenesulfonamide